(E)-4-(6-(2-(3-methylbenzylidene)hydrazinyl)-9-(pyridin-4-ylmethyl)-9H-purin-2-yl)morpholine CC=1C=C(\C=N\NC2=C3N=CN(C3=NC(=N2)N2CCOCC2)CC2=CC=NC=C2)C=CC1